NC1=C2C(=NC=N1)N(N=C2C2=CC=C(C=C2)OC2=CC=CC=C2)C2CCN(CC2)C2CCN(CC2)C(=O)OC(C)(C)C Tert-butyl 4-[4-[4-amino-3-(4-phenoxyphenyl)pyrazolo[3,4-d]pyrimidin-1-yl]-1-piperidyl]piperidine-1-carboxylate